O[C@H](C(=O)N1CC2=C(C=C(C=C2CC1)C=1C=C2C(=NC1)NC=C2C)[C@H]2NCCC2)C=2C=NC=CC2 (S)-2-hydroxyl-1-(6-(3-methyl-1H-pyrrolo[2,3-b]pyridin-5-yl)-8-((S)-pyrrolidin-2-yl)-3,4-dihydroisoquinolin-2(1H)-yl)-2-(pyridin-3-yl)ethan-1-one